ClC1=C(C(=O)NC2=C(C3=C(S2)CCCC3)C(=O)O)C=CC=C1 2-(2-Chloro-benzoylamino)-4,5,6,7-tetrahydro-benzo[b]thiophene-3-carboxylic acid